BrC=1C(=C2C(=NC1)NC(=N2)C2=CC=C(C=C2)N2CC(N(CC2)CC=2C=NC=CC2)C)NC2CCN(CC2)CC 6-Bromo-N-(1-ethylpiperidin-4-yl)-2-{4-[3-methyl-4-(pyridin-3-ylmethyl)piperazin-1-yl]phenyl}-3H-imidazo[4,5-b]pyridin-7-amine